C1(CC1)OC[C@]12CN(C[C@H](CC1)N2C(=O)OC(C)(C)C)C=2C1=C(N=C(N2)Cl)C(=C(N=C1)Cl)F tert-butyl (1R,5S)-1-[(cyclopropyloxy)methyl]-3-(2,7-dichloro-8-fluoropyrido[4,3-d]pyrimidin-4-yl)-3,8-diazabicyclo[3.2.1]octane-8-carboxylate